(E)-N-(3-(methylsulfonyl)allyl)-4-phenoxy-2-(pyrrolidin-1-yl)pyrimidine-5-carboxamide CS(=O)(=O)/C=C/CNC(=O)C=1C(=NC(=NC1)N1CCCC1)OC1=CC=CC=C1